2-dodecyl-6-methoxycyclohexane-2,5-diene-1,4-dione C(CCCCCCCCCCC)C=1C(C(=CC(C1)=O)OC)=O